tert-butyl(3-cyano-7,8-dihydro-6H-cyclopenta[e]pyrazolo[1,5-a]pyridin-2-yl)carbamate C(C)(C)(C)OC(NC1=NN2C(C=CC3=C2CCC3)=C1C#N)=O